methyl (1S,3R)-3-((tert-butoxycarbonyl)amino)-2,2-dimethylcyclobutane-1-carboxylate C(C)(C)(C)OC(=O)N[C@H]1C([C@H](C1)C(=O)OC)(C)C